[Cl-].C(C(=C)C)(=O)NCCC[N+](C)(C)C [3-(methacryloylamino)propyl]trimethylammonium chloride